ClC1=C(C=CC=C1)C1=CN(C=2C1=NC=C(C2)C=2C(=NOC2C)C)C(C)(C2=NC=CC=C2)C2=NC=CC=C2 4-(3-(2-chlorophenyl)-1-(1,1-di(pyridin-2-yl)ethyl)-1H-pyrrolo[3,2-b]pyridin-6-yl)-3,5-dimethylisoxazole